CN1N=CC(=C1)C=1C=CC(=C(C1)C1=CC=C(C=C1)CN(C(CCCC)=O)C1(CCCCC1)C(=O)O)C=1N=NNN1 1-(N-((5'-(1-Methyl-1H-pyrazol-4-yl)-2'-(2H-tetrazol-5-yl)-[1,1'-biphenyl]-4-yl)methyl)pentanamido)cyclohexanecarboxylic Acid